N-tert-butyl-7-(5-carbamoyl-3-pyridyl)-6-methoxy-N-methyl-1-(3-thienyl)-4H-indeno[1,2-c]pyrazole-3-carboxamide C(C)(C)(C)N(C(=O)C=1C2=C(N(N1)C1=CSC=C1)C1=CC(=C(C=C1C2)OC)C=2C=NC=C(C2)C(N)=O)C